ClC1=CC=C(C=C1)N(C[C@@H](CN1C[C@H]2CCCC[C@H]2CC1)O)C(C)C (3S,4aS,8aS)-2-[(R)-3-(4-chlorophenyl-isopropylamino)-2-hydroxypropyl]decahydroisoquinoline